1-(5-methoxy-2,2-dimethyl-2H-chromen-6-yl)-3-(2-(3-(trifluoromethyl)phenyl)-1H-benzo[d]imidazol-5-yl)urea COC1=C2C=CC(OC2=CC=C1NC(=O)NC1=CC2=C(NC(=N2)C2=CC(=CC=C2)C(F)(F)F)C=C1)(C)C